2-ethoxy-3,10-dimethoxy-5,6,7,8,13,13a-hexahydroisoquinolino[2,1-b]isoquinolin-9-yl benzenesulfonate C1(=CC=CC=C1)S(=O)(=O)OC1=C(C=CC=2CC3N(CC12)CCC=1C=C(C(=CC13)OCC)OC)OC